Methyl-4-(phenylthio)phenylsulfoxid CC1=C(C=CC(=C1)SC1=CC=CC=C1)S(=O)C1=C(C=C(C=C1)SC1=CC=CC=C1)C